1-chloro-3-(N,N-diallyl-amino)-2-propanol ClCC(CN(CC=C)CC=C)O